CCCC/C=C\CCCCCCCCCC=O 11Z-hexadecenal